(2S,3R,4R,5S,6R)-2-(4-chloro-3-(ethoxybenzyl)phenyl)-6-(hydroxymethyl)tetrahydro-2H-pyran-3,4,5-triol ClC1=C(C=C(C=C1)[C@@H]1O[C@@H]([C@H]([C@@H]([C@H]1O)O)O)CO)C(C1=CC=CC=C1)OCC